N[C@@H]1C2=CC=CC=C2CC12CCN(CC2)C=2NC(C1=C(N2)NN=C1C(=C)C1=CC(=NC=C1)Cl)=O (S)-6-(1-amino-1,3-dihydro-spiro[inden-2,4'-piperidin]-1'-yl)-3-(1-(2-chloropyridin-4-yl)vinyl)-1H-pyrazolo[3,4-d]pyrimidin-4(5H)-one